(6-Methylpyridin-3-yl)oxylcyclobutanamine dihydrochloride Cl.Cl.CC1=CC=C(C=N1)OC1(CCC1)N